BrC=1C=C(C(=NC1)Cl)C(C)C=1C(=NC(=C(C1N)Cl)C)C.[N] nitrogen (1-(5-bromo-2-chloropyridine-3-yl)ethyl)-5-chloro-2,6-dimethylpyridine-4-amine